methyl (5-(trifluoromethoxy)pyridin-2-yl)methanesulfonate FC(OC=1C=CC(=NC1)CS(=O)(=O)OC)(F)F